BrCCOCCOCCOCCOCCOCCBr 1,17-dibromo-3,6,9,12,15-pentaoxaheptadecane